3-chloro-N-(2,4-dimethoxybenzyl)-4-(3-((dimethylamino)methyl)-3-ethoxypyrrolidin-1-yl)-2,6-difluoro-N-(6-fluoropyridin-2-yl)benzenesulfonamide ClC=1C(=C(C(=CC1N1CC(CC1)(OCC)CN(C)C)F)S(=O)(=O)N(C1=NC(=CC=C1)F)CC1=C(C=C(C=C1)OC)OC)F